3-(((R)-1-((R)-3-cyclohexyl-2-methylpropanoyl)-4-hydroxy-3,3-dimethylpiperidin-4-yl)methyl)-6-phenylpyrimidin-4(3H)-one C1(CCCCC1)C[C@H](C(=O)N1CC([C@@](CC1)(O)CN1C=NC(=CC1=O)C1=CC=CC=C1)(C)C)C